CC1CCN(C1)C(=O)O.FC(C=1C=NC(=NC1)N1CCN(CC1)C=O)(F)F [4-[5-(trifluoromethyl)pyrimidin-2-yl]piperazin-1-yl]methanone 4-methylpyrrolidine-1-carboxylate